C(CCCCCCCCCCCCCCCCC)C(C(=O)O)C(O)(C(=O)O)CC(=O)O monostearyl-citric acid